CN1C(=NC2=C1C=CC=C2)C=2OC(=CC2)C2OCCC2 1-Methyl-2-(5-(tetrahydrofuran-2-yl)furan-2-yl)-1H-benzo[d]imidazole